N-acetyl-1-(piperidin-4-yl)ethanone C(C)(=O)N1CCC(CC1)C(C)=O